C(C)OC(C=C)=O.NC1=CC=CC=C1 (aniline) ethyl-acrylate